NC=1C(=NC(=CN1)C1=NC=CC(=C1F)C)C(=O)NC1=NC=CC=C1N1CCC(CC1)(C)N 3-amino-N-(3-(4-amino-4-methylpiperidin-1-yl)pyridin-2-yl)-6-(3-fluoro-4-methylpyridin-2-yl)pyrazine-2-carboxamide